C1=CC=NC=2C3=NC=CC=C3CC12 4,5-diazafluorene